8-(Bromomethyl)-3-ethyl-1H-pyrimido[4,5,6-de]quinazolin-2(3H)-one BrCC1=CC=2C3=C(N(C(NC3=C1)=O)CC)N=CN2